NC[C@H]1C=2C=CC(=CC2CCC1)N(C)C1=CC=C(C=C1)F (5R)-5-(aminomethyl)-N-(4-fluorophenyl)-N-methyl-5,6,7,8-tetrahydronaphthalen-2-amine